ClC=1C=C(C=CC1F)NC(N(C=1C=NC(=NC1)OC)CC1=NNC(=C1CC(C)O)C(F)(F)F)=O 3-(3-Chloro-4-fluorophenyl)-1-((4-(2-hydroxypropyl)-5-(trifluoromethyl)-1H-pyrazol-3-yl)methyl)-1-(2-methoxypyrimidin-5-yl)urea